C(=CCC)C1(OCCC1)Br butenyl-bromotetrahydrofuran